CCCCCC/C=C\\CCCCCCCC(=O)OC[C@H](CO)OC(=O)CCCCCCC/C=C\\CCCCCC The molecule is a 1,2-diacyl-sn-glycerol in which the 1- and 2-acyl groups are specified as palmitoleoyl. It has a role as a mouse metabolite. It derives from a palmitoleic acid.